OC=1N([C@H]2C[C@H](O)[C@@H](CO)O2)C=2N=C(NC(C2N1)=O)N ANTI-8-HYDROXY-2'-DEOXYGUANOSINE